C(C)(C)(C)OC(=O)N1N=CC(=C1)CCOS(=O)(=O)C1=CC=C(C)C=C1 4-[2-(p-toluenesulfonyloxy)ethyl]pyrazole-1-carboxylic acid tert-butyl ester